OC1(CCC=2C1=NC(=CC2)NC2=NC=C(C=N2)C#N)C (7-hydroxy-7-methyl-5H,6H-cyclopenta[b]pyridin-2-ylamino)pyrimidine-5-carbonitrile